6-((4-((2-ethyl-4-phenylthiazol-5-yl)oxy)pyridin-2-yl)amino)-N-(2-(4-methylpiperazin-1-yl)ethyl)nicotinamide C(C)C=1SC(=C(N1)C1=CC=CC=C1)OC1=CC(=NC=C1)NC1=NC=C(C(=O)NCCN2CCN(CC2)C)C=C1